ethyl (S)-2-((R)-piperidine-3-carboxamido)-9-(5,6,7,8-tetrahydro-1,8-naphthyridin-2-yl)nonanoate N1C[C@@H](CCC1)C(=O)N[C@H](C(=O)OCC)CCCCCCCC1=NC=2NCCCC2C=C1